6-(3-oxabicyclo[3.1.0]hexan-6-yl)-5-chloro-1-(1-methyl-1H-pyrazol-4-yl)-1H-indazole C12COCC2C1C1=C(C=C2C=NN(C2=C1)C=1C=NN(C1)C)Cl